C(C)OC(C[C@@H]1CC(OCC1)C=1C(=NC(=CC1)C=1N=NN(C1COS(=O)(=O)C)C)C)=O 2-[(4S)-2-(6-{5-[(methylsulfonyloxy)methyl]-1-methyl-1H-1,2,3-triazol-4-yl}-2-methylpyridin-3-yl)oxan-4-yl]acetic acid ethyl ester